C(C)(C)N1CCN(CC1)C=1N=CC=NC1 5-(4-isopropylpiperazin-1-yl)pyrazin